C(C)(C)(C)[Si](C)C tert-butyl-dimethyl-silicon